N1C=C(C2=CC=CC=C12)C1=NC(=NC=C1)NC1=CC=C(C(=O)NN=CC2=CC(=CC=C2)Cl)C=C1 4-(4-(1H-indole-3-yl)pyrimidine-2-ylamino)-N'-(3-chlorobenzylidene)benzoyl-hydrazine